6-(dimethylamino)-N-(2-phenoxybenzene-1-sulfonyl)-1-benzofuran-2-carboxamide CN(C1=CC2=C(C=C(O2)C(=O)NS(=O)(=O)C2=C(C=CC=C2)OC2=CC=CC=C2)C=C1)C